OCCC1=CC=C(C=C1)O 4-(2-Hydroxyethyl)phenol